CSCCCC(=O)O 4-(Methylthio)butanoic acid